ethyl-4-bromo-1-(2-((tert-butoxycarbonyl)amino)ethyl)-3-((2,3-difluorophenyl) amino)-5-(methoxymethyl)-1H-pyrrole-2-carboxylate C(C)OC(=O)C=1N(C(=C(C1NC1=C(C(=CC=C1)F)F)Br)COC)CCNC(=O)OC(C)(C)C